3-phenoxypyridine O(C1=CC=CC=C1)C=1C=NC=CC1